tert-Butyl-4-(2-(2,6-dioxopiperidin-3-yl)-1-oxoisoindolin-5-yl)-4-hydroxypiperidine-1-carboxylate C(C)(C)(C)OC(=O)N1CCC(CC1)(O)C=1C=C2CN(C(C2=CC1)=O)C1C(NC(CC1)=O)=O